2-(2-((1S,4R,5R)-2-oxabicyclo[2.2.1]heptan-5-yl)-2H-pyrazolo[3,4-b]pyridin-6-yl)-3-methyl-5-(trifluoromethyl)phenol [C@@H]12OC[C@@H]([C@@H](C1)N1N=C3N=C(C=CC3=C1)C1=C(C=C(C=C1C)C(F)(F)F)O)C2